Cl\C(=C\S(F)(F)(F)(F)F)\C1=CC=CC=C1 (E)-1-chloro-2-(pentafluorosulfanyl)-1-phenylethene